C(C)CC(CC(=O)[O-])=O.C(C)CC(CC(=O)[O-])=O.C(C)CC(CC(=O)[O-])=O.C(C)(C)(C)O[Zr+3] mono-tert-butoxyzirconium tris(ethylacetoacetate)